FC(CCOC1=NC=CC(=N1)CO)(F)F (2-(3,3,3-trifluoropropoxy)pyrimidin-4-yl)methanol